1-[[4-(3-Cyanophenyl)-5-(2,6-dimethyl-4-pyridyl)thiazol-2-yl]carbamoyl]azetidin C(#N)C=1C=C(C=CC1)C=1N=C(SC1C1=CC(=NC(=C1)C)C)NC(=O)N1CCC1